3-(6-(tert-butylsulfonyl)-7-methoxyimidazo[1,2-a]pyridin-3-yl)-1-methyl-1H-pyrazol-5-amine C(C)(C)(C)S(=O)(=O)C=1C(=CC=2N(C1)C(=CN2)C2=NN(C(=C2)N)C)OC